ClC1=NC(=C2N(C=NC2=N1)C1OCCCC1)N(CC1=CC=C(C=C1)C=1N(C=C(N1)C(F)(F)F)C)C1CCC1 2-chloro-N-cyclobutyl-N-(4-(1-methyl-4-(trifluoromethyl)-1H-imidazol-2-yl)benzyl)-7-(tetrahydro-2H-pyran-2-yl)-7H-purin-6-amine